(R)-5-(5-(1-(3,5-dichloropyridin-4-yl)ethoxy)-6-methoxy-1H-indazol-3-yl)-2-(3-((dimethylphosphoryl)methyl)-3-methylazetidin-1-yl)nicotinonitrile ClC=1C=NC=C(C1[C@@H](C)OC=1C=C2C(=NNC2=CC1OC)C=1C=NC(=C(C#N)C1)N1CC(C1)(C)CP(=O)(C)C)Cl